6-Chloro-5-(2'-hydroxy-3'-methoxy-biphenyl-4-yl)-3-[1-hydroxyl-(3-methyl-isothiazol-5-yl)-methylidene]-1,3-dihydro-indol-2-one ClC1=C(C=C2C(C(NC2=C1)=O)=C(O)C1=CC(=NS1)C)C1=CC=C(C=C1)C1=C(C(=CC=C1)OC)O